NC=1C2=C(N=CN1)N(C=C2C2=CC(=C(C=C2)NC(=O)NC2=C(C=C(C=C2)CN2CCN(CC2)C)C(F)(F)F)F)C2CC2 1-(4-(4-AMINO-7-CYCLOPROPYL-7H-PYRROLO[2,3-D]PYRIMIDIN-5-YL)-2-FLUOROPHENYL)-3-(4-((4-METHYLPIPERAZIN-1-YL)METHYL)-2-(TRIFLUOROMETHYL)PHENYL)UREA